NC=1C=2N(C3=CC(=C(C=C3N1)C(F)(F)F)C(=O)O)C=NC2 4-amino-7-(trifluoromethyl)imidazo[1,5-a]quinoxalin-8-carboxylic acid